1-(5,7-dimethoxy-2,3-dihydrobenzo[b][1,4]dioxin-6-yl)ethan-1-one COC1=C(C(=CC=2OCCOC21)OC)C(C)=O